C(C)(=O)N=S(=O)(C)C=1C=C(C=CC1)NC(=O)C1=C(N=NC(=C1C)C1=CC=C(C=C1)C)OC1=C(C=C(C=C1)C#N)OC N-[3-(N-acetyl-S-methyl-sulfonimidoyl)phenyl]-3-(4-cyano-2-methoxy-phenoxy)-5-methyl-6-(p-tolyl)pyridazine-4-carboxamide